COCNS(=O)(=O)C1=CSC=C1 N-(methoxymethyl)thiophene-3-sulfonamide